C(CCCC)/C(/C=O)=C\C1=CC=CC=C1 (E)-2-PENTYL-3-PHENYL-2-PROPENAL